CN([C@H]1CN(CC1)C1=C(C=C(C(=C1)F)C=1C=NC(=CC1)N1CCOCC1)NC(=O)C1=CNC(C=C1C(F)(F)F)=O)C (R)-N-(2-(3-(dimethylamino)pyrrolidin-1-yl)-4-fluoro-5-(6-morpholinopyridin-3-yl)phenyl)-6-oxo-4-(trifluoromethyl)-1,6-dihydropyridine-3-carboxamide